[Si](C1=CC=CC=C1)(C1=CC=CC=C1)(C(C)(C)C)O[C@H]1CC(NC1)=O (S)-4-((tert-butyldiphenylsilyl)oxy)pyrrolidin-2-one